FC=1C=C(C=CC1)C(C)NC(=O)C=1N=C(NC1C)C1=NC=CC(=C1)C=1C=NC=C(C1)N1CCOCC1 N-[1-(3-Fluorophenyl)ethyl]-5-methyl-2-(5-morpholin-4-yl-3,4'-bipyridin-2'-yl)-1H-imidazole-4-carboxamide